N-(1-Methylazetidin-3-yl)-2-[6-[3-(trifluoromethyl)phenyl]pyrazolo[4,3-b]pyridin-1-yl]acetamide CN1CC(C1)NC(CN1N=CC2=NC=C(C=C21)C2=CC(=CC=C2)C(F)(F)F)=O